((S)-5,5-difluoro-1-(((S)-1-hydroxy-3-((S)-2-oxopyrrolidin-3-yl)propan-2-yl)amino)-1-oxopentan-2-yl)carbamic acid FC(CC[C@@H](C(=O)N[C@H](CO)C[C@H]1C(NCC1)=O)NC(O)=O)F